C[C@@H](COCC[C@@H](C)OS(=O)(=O)C)OC=1C=C(C=NC1)C1=NN(C2=CC=C(C=C12)CS(=O)(=O)[O-])C1OCCCC1 [3-[5-[(1S)-1-methyl-2-[(3R)-3-methylsulfonyloxy butoxy]ethoxy]-3-pyridyl]-1-tetrahydropyran-2-yl-indazol-5-yl]methanesulfonate